(((perfluorophenoxy)methyl)thio)-5-methyl-1,3,4-thiadiazole FC1=C(OCSC=2SC(=NN2)C)C(=C(C(=C1F)F)F)F